N'-(6-aminohexyl)hexane-1,6-diamine NCCCCCCNCCCCCCN